Tert-butyl (2R,4S)-4-(3-bromo-4-carbamoyl-5-[[3-(morpholin-4-yl)propyl]amino]pyrazol-1-yl)-2-(methoxymethyl)pyrrolidine-1-carboxylate BrC1=NN(C(=C1C(N)=O)NCCCN1CCOCC1)[C@H]1C[C@@H](N(C1)C(=O)OC(C)(C)C)COC